CC1=C(CNC(=O)C2=NOC(=N2)C2(CC2)C)C=CC(=C1)B1OC(C(O1)(C)C)(C)C N-(2-methyl-4-(4,4,5,5-tetramethyl-1,3,2-dioxaborolan-2-yl)benzyl)-5-(1-methylcyclopropyl)-1,2,4-oxadiazole-3-carboxamide